O=C1NC(CC[C@H]1N1C(C2=CC=C(C=C2C1=O)NCC(=O)N1CCN(CC1)CCCNC1=C2N=CN(C2=NC=N1)C1CC(C1)NC(C1=NC(=CC=C1)C)=O)=O)=O N-((1r,3r)-3-(6-((3-(4-((2-(2,6-dioxopiperidin-3-yl)-1,3-dioxoisoindolin-5-yl)glycyl)piperazin-1-yl)propyl)amino)-9H-purin-9-yl)cyclobutyl)-6-methylpicolinamide